6-((((4-methoxybenzyl)oxy)carbonyl)amino)chromane COC1=CC=C(COC(=O)NC=2C=C3CCCOC3=CC2)C=C1